(3-chloro-5-iodo-6-(3-methoxypropyl)pyrazin-2-yl)piperidine-4-carboxylic acid ethyl ester C(C)OC(=O)C1CCN(CC1)C1=NC(=C(N=C1Cl)I)CCCOC